4-(3-fluorophenyl)-1-(5-(isopropylthio)-4-(4-(trifluoromethyl)piperidin-1-yl)thiazol-2-yl)-3-methyl-1H-pyrazole-5-carboxylic acid FC=1C=C(C=CC1)C=1C(=NN(C1C(=O)O)C=1SC(=C(N1)N1CCC(CC1)C(F)(F)F)SC(C)C)C